CN(CCO)CCN1CCOCC1 2-(methyl-(2-morpholinoethyl)amino)-1-ethanol